C(#N)CN1N=C(C=C1C(N(C)C)=O)CNC(OC(C)(C)C)=O tert-butyl N-[[1-(cyanomethyl)-5-(dimethylcarbamoyl)pyrazol-3-yl]methyl]carbamate